6-chloro-4-(7-(difluoromethyl)-6-(1-methyl-1H-pyrazol-4-yl)-3,4-dihydroquinolin-1(2H)-yl)isoindoline-2-carboxylic acid tert-butyl ester C(C)(C)(C)OC(=O)N1CC2=CC(=CC(=C2C1)N1CCCC2=CC(=C(C=C12)C(F)F)C=1C=NN(C1)C)Cl